2-[(2's,4r)-6-bromo-2',5-difluoro-1-oxospiro[3H-isoquinoline-4,1'-cyclopropane]-2-yl]-N-(5-fluoropyrimidin-2-yl)acetamide BrC=1C(=C2C(=CC1)C(N(C[C@]21[C@H](C1)F)CC(=O)NC1=NC=C(C=N1)F)=O)F